3-Fluoro-4-((7-methoxy-2-oxo-2,3-dihydro-1H-imidazo[4,5-c][1,8]naphthyridin-1-yl)methyl)-benzenesulfonamide FC=1C=C(C=CC1CN1C(NC=2C=NC=3N=C(C=CC3C21)OC)=O)S(=O)(=O)N